C(#N)[C@H]1N(CSC1)C(CNC(=O)C1=CC=NC2=CC=C(C=C12)N1OCCCC1)=O (R)-N-(2-(4-Cyanothiazolidin-3-yl)-2-oxoethyl)-6-(1,2-oxazinan-2-yl)quinoline-4-carboxamide